C1(CC1)C1=NN=C(O1)C(=O)N1[C@@H](C2=C(CC1)NC=N2)C2=NN1C(C=CC=C1C)=C2 (S)-(5-cyclopropyl-1,3,4-oxadiazol-2-yl)(4-(7-methylpyrazolo[1,5-a]pyridin-2-yl)-6,7-dihydro-1H-imidazo[4,5-c]pyridin-5(4H)-yl)methanone